FC1(CC1)C(=O)N[C@H](C(=O)N1[C@@H](C[C@H](C1)O)C(=O)NCC1=C(OCCCCCCCCC(=O)O)C=C(C=C1)C1=C(N=CS1)C)C(C)(C)C 9-[2-[[[(2S,4R)-1-[(2S)-2-[(1-fluorocyclopropanecarbonyl)amino]-3,3-dimethyl-butanoyl]-4-hydroxy-pyrrolidine-2-carbonyl]amino]methyl]-5-(4-methylthiazol-5-yl)phenoxy]nonanoic acid